ClC(C1=NC(=NO1)C1=CC=C(C=C1)C(CS(=O)(=O)CC1=CC=C(C=C1)OC)=O)(F)F 1-(4-(5-(Chlorodifluoromethyl)-1,2,4-oxadiazol-3-yl)phenyl)-2-((4-methoxybenzyl)sulfonyl)ethan-1-on